O(C)C1CC(O1)COC(=O)C=1C=CC2=C(NC=N2)C1 4-methoxyl-(oxetan-2-yl methyl)-1H-benzo[d]imidazole-6-carboxylate